C(C)(C)(C)C=1C=C(C=CC1C(C)(C)C)O 3,4-Di-tert-butylphenol